CCC(C)(CO)O The molecule is a glycol that is 1,2-butanediol carrying an additional methyl substituent at position 2. It derives from a hydride of an isopentane.